Cl.BrC1=CC(=C(C=C1)NC(=O)C=1C=NN2C1N=CC=C2)C(N)=O N-(4-bromo-2-carbamoylphenyl)pyrazolo[1,5-a]pyrimidine-3-carboxamide hydrochloride